2-(2,6-dimethylphenyl)-2-piperidineformamide tert-butyl-6-bromo-5-fluoro-1-oxo-3,4-dihydroisoquinoline-2(1H)-carboxylate C(C)(C)(C)OC(=O)N1C(C2=CC=C(C(=C2CC1)F)Br)=O.CC1=C(C(=CC=C1)C)C1(NCCCC1)C(=O)N